OC1=C(C=C(C(=O)OCCC)C#N)C=CC=C1 n-propyl 2-hydroxy-α-cyanocinnamate